2-[(2R)-3-(3,4-dihydro-1H-isoquinolin-2-yl)-2-hydroxy-propyl]-6-pyrrolidin-1-yl-3,4-dihydroisoquinolin-1-one C1N(CCC2=CC=CC=C12)C[C@H](CN1C(C2=CC=C(C=C2CC1)N1CCCC1)=O)O